ethyl 4-benzyl-1H-pyrazole-3-carboxylate C(C1=CC=CC=C1)C=1C(=NNC1)C(=O)OCC